(1-(2-((4-bromophenyl)(methyl)amino)ethyl)piperidin-4-yl)methanol BrC1=CC=C(C=C1)N(CCN1CCC(CC1)CO)C